5-(benzyloxy)-3-(trans-4-(1-tetrahydro-2H-pyran-2-yl-1H-pyrazole-3-yl)cyclohexyl)pyrazolo[1,5-A]Pyridine C(C1=CC=CC=C1)OC1=CC=2N(C=C1)N=CC2[C@@H]2CC[C@H](CC2)C2=NN(C=C2)C2OCCCC2